C(=C)S(=O)(=O)F vinylsulfonylfluoride